NC=1C2=C(N=CN1)N(C(=C2C2=CC=C(C=C2)OC2=NC=CC=N2)C2=CCC1(CN(C1)C(C(=C)C)=O)CC2)C 1-(7-(4-amino-7-methyl-5-(4-(pyrimidin-2-yloxy)phenyl)-7H-pyrrolo[2,3-d]pyrimidin-6-yl)-2-azaspiro[3.5]non-6-en-2-yl)-2-methylpropan-2-en-1-one